bis(3-((3-cyclohexylpropanoyl)oxy)-2-(((3-cyclohexylpropanoyl)oxy)methyl)-2-methylpropyl) 5-oxononanedioate O=C(CCCC(=O)OCC(COC(CCC1CCCCC1)=O)(C)COC(CCC1CCCCC1)=O)CCCC(=O)OCC(COC(CCC1CCCCC1)=O)(C)COC(CCC1CCCCC1)=O